C(C)(=O)N1CC[C@@H]2N(C([C@H](C1)NC(=O)C=1NC3=CC=C(C=C3C1)C(F)(F)P(O)(O)=O)=O)[C@@H](CC2)C(N(CCCNC(CC)=O)C)=O ((2-(((5S,8S,10aR)-3-acetyl-8-(methyl(3-propionamido-propyl)carbamoyl)-6-oxodecahydro-pyrrolo[1,2-a][1,5]diazocin-5-yl)carbamoyl)-1H-indol-5-yl)difluorometh-yl)phosphonic acid